P(=O)(O)(O)O[C@H]1[C@H]([C@@H](O[C@@H]1CO)N1C=NC=2C(N)=NC=NC12)F deoxy-2'-fluoroadenosine-3'-phosphate